ethyl 6,7,8-trifluoro-1-(2-fluoro-4-hydroxyphenyl)-4-oxoquinoline-3-carboxylate FC=1C=C2C(C(=CN(C2=C(C1F)F)C1=C(C=C(C=C1)O)F)C(=O)OCC)=O